2-cyclohexyliminopyrrolidine C1(CCCCC1)N=C1NCCC1